2,8-dichloro-5-(4-nitrophenyl)-5,9-dihydro-4H-pyrimido[5',4':5,6]pyrano[2,3-d]pyrimidine-4,6(1H)-dione ClC1=NC(C=2C(C3=C(NC(=NC3=O)Cl)OC2N1)C1=CC=C(C=C1)[N+](=O)[O-])=O